7-(3-(piperidine-1-carbonyl)pyrazolo[1,5-a]pyridin-7-yl)phthalazin-1(2H)-one N1(CCCCC1)C(=O)C=1C=NN2C1C=CC=C2C2=CC=C1C=NNC(C1=C2)=O